N1(N=NN=C1)C[C@H](C)OC1=C(C=CC(=C1)Cl)N1C(N=CC=C1)NC=1C(=NN(C1)C1CCC(CC1)N1C[C@@H](O[C@@H](C1)C)C)OCC(COC)C 3-(((S)-1-(1H-tetrazol-1-yl)propan-2-yloxy)-4-chlorophenyl)-N-(1-((1r,4r)-4-((2S,6R)-2,6-dimethylmorpholino)cyclohexyl)-3-(3-methoxy-2-methylpropoxy)-1H-pyrazol-4-yl)pyrimidin-2-amine